rac-1-(4-Methyl-piperidin-4-yl)-prop-2-yn-1-ol, hydrochloride salt Cl.CC1(CCNCC1)[C@H](C#C)O |r|